8-(3-phenylpropanoyl)-6,10-dioxaspiro[4.5]decane-7,9-dione C1(=CC=CC=C1)CCC(=O)C1C(OC2(CCCC2)OC1=O)=O